4-[4-(4-cyano-phenyl)-5-methylsulfanyl-pyrimidin-2-ylamino]-N-phenyl-benzamide C(#N)C1=CC=C(C=C1)C1=NC(=NC=C1SC)NC1=CC=C(C(=O)NC2=CC=CC=C2)C=C1